racemic-2-(r-hydroxy-6-methylheptyl)-3-(hydroxymethyl)-butanolide O[C@H](CCCCC(C)C)C1C(=O)OCC1CO